C(CC)O[Mg]OCCC dipropoxymagnesium